(R)-6-(cyclopropanecarboxamido)-4-((4-methoxy-1-methyl-5-(2,2,2-trifluoro-1-(methoxy-d3)ethyl)-1H-indazol-3-yl)amino)-N-(methyl-d3)nicotinamide C1(CC1)C(=O)NC1=NC=C(C(=O)NC([2H])([2H])[2H])C(=C1)NC1=NN(C2=CC=C(C(=C12)OC)[C@H](C(F)(F)F)OC([2H])([2H])[2H])C